(1-(3,4-dimethyl-2-(p-tolyl)-2H-pyrazolo[3,4-d]pyridazin-7-yl)piperidin-4-yl)(4-methylpiperazin-1-yl)methanone CC=1N(N=C2C(=NN=C(C21)C)N2CCC(CC2)C(=O)N2CCN(CC2)C)C2=CC=C(C=C2)C